FC1=C(OC2=C[C@@]3(C(CN(C3)C[C@H](O)C=3C=C4CCC(NC4=CC3)=O)=C2)O)C=C(C=C1)F 6-((R)-2-((3as,5s,6ar)-5-(2,5-difluorophenoxy)-3a-hydroxycyclopenta[c]pyrrol-2(1H)-yl)-1-hydroxyethyl)-3,4-dihydroquinolin-2(1H)-one